COC1=NC(=NC(=C1)OC)N1C(SC2=C1C=C(C(=C2)F)[N+](=O)[O-])=O 3-(4,6-dimethoxypyrimidin-2-yl)-6-fluoro-5-nitrobenzothiazol-2(3H)-one